C(#N)CP(O)(=O)CC[C@H]1OC([C@H]([C@H]([C@@H]1O)O)O)OC1=CC=C(C=C1)OC cyanomethyl-[2-[(2R,3S,4S,5S)-3,4,5-trihydroxy-6-(4-methoxyphenoxy)tetrahydropyran-2-yl]ethyl]phosphinic acid